bis-sec-butylamino-trifluoromethyl-silane C(C)(CC)N[SiH](C(F)(F)F)NC(C)CC